(hexadecyloxypropyl)thiophosphoric acid C(CCCCCCCCCCCCCCC)OCCCOP(O)(O)=S